2-(4-Chloro-5-fluoro-pyridin-3-yl)-2-[4-fluoro-3-(7-morpholin-4-yl-quinazolin-4-yl)-phenyl]acetamide ClC1=C(C=NC=C1F)C(C(=O)N)C1=CC(=C(C=C1)F)C1=NC=NC2=CC(=CC=C12)N1CCOCC1